N-(5-(5-cyanonicotinoyl)-5,6-dihydro-4H-pyrrolo[3,4-d]thiazol-2-yl)-4-(2-methoxyphenyl)-6-methylnicotinamide C(#N)C=1C=NC=C(C(=O)N2CC=3N=C(SC3C2)NC(C2=CN=C(C=C2C2=C(C=CC=C2)OC)C)=O)C1